[Cl-].[Cl-].CC=1C(C2=C(N(C=3C=CC=CC23)C2=CC=CC=C2)C1C)[Ti+2]C1C(=C(C=2N(C=3C=CC=CC3C21)C2=CC=CC=C2)C)C bis(2,3-dimethyl-4-phenylcyclopenta[b]indolyl)titanium dichloride